Cl.ClC1=CC(=CC2=C1N=C(S2)C=2CCNCC2)C2=CC1=CN(N=C1C(=C2)F)C 4-chloro-6-(7-fluoro-2-methyl-2H-indazol-5-yl)-2-(1,2,3,6-tetrahydropyridin-4-yl)-1,3-benzothiazole hydrochloride